4-((2-(2-(3,4-dihydroquinolin-1(2H)-yl)ethoxy)ethoxy)methyl)-N,N-bis(3-methoxybenzyl)thiazol-2-amine N1(CCCC2=CC=CC=C12)CCOCCOCC=1N=C(SC1)N(CC1=CC(=CC=C1)OC)CC1=CC(=CC=C1)OC